(R)-2-fluoro-4-(1-(2-fluoro-4-(piperidine-1-yl)phenyl)-3-(3-(methylamino)piperidine-1-carbonyl)-1H-pyrazole-5-yl)benzonitrile FC1=C(C#N)C=CC(=C1)C1=CC(=NN1C1=C(C=C(C=C1)N1CCCCC1)F)C(=O)N1C[C@@H](CCC1)NC